C(C=C)OC[C@@H](C(=O)N1C[C@]2(C[C@H]1C(N)=O)C(NC1=CC=CC=C12)=O)N(C(OCC1=CC=CC=C1)=O)C benzyl ((S)-3-(allyloxy)-1-((3R,5'S)-5'-carbamoyl-2-oxospiro[indoline-3,3'-pyrrolidin]-1'-yl)-1-oxopropan-2-yl)(methyl)carbamate